COC(C1=C(C=CC=C1)C1OCCC1)=O (tetrahydrofuran-2-yl)benzoic acid methyl ester